1,3-bis[2-(3,4-dicarboxyphenyl)-2-propyl]Benzene tert-butyl-4,4-difluoro-3-(1-(2-(methylsulfonyl)ethyl)-6-oxo-1,6-dihydropyridin-3-yl)piperidine-1-carboxylate C(C)(C)(C)OC(=O)N1CC(C(CC1)(F)F)C1=CN(C(C=C1)=O)CCS(=O)(=O)C.C(=O)(O)C=1C=C(C=CC1C(=O)O)C(C)(C)C1=CC(=CC=C1)C(C)(C)C1=CC(=C(C=C1)C(=O)O)C(=O)O